ClC=1C=C(C=CC1)[C@@H]1[C@H](C1)C(=O)NC1=NOC(=N1)NCC=1N=C2N(C=C(C=C2)C2CC2)C1 (1S,2S)-2-(3-chlorophenyl)-N-(5-(((6-cyclopropylimidazo[1,2-a]pyridin-2-yl)methyl)amino)-1,2,4-oxadiazol-3-yl)cyclopropane-1-carboxamide